COC1=CC(=NC(=C1)S(=O)(=O)C)NC1=CC(=NC=C1C1=NN(C=C1)C)NC(C)=O N-(4-((4-methoxy-6-(methylsulfonyl)pyridin-2-yl)amino)-5-(1-methyl-1H-pyrazol-3-yl)pyridin-2-yl)acetamide